4-(2-(4-((4-bromophenyl)sulfonyl)piperazin-1-yl)-2-oxoethoxy)-3-methoxybenzaldehyde BrC1=CC=C(C=C1)S(=O)(=O)N1CCN(CC1)C(COC1=C(C=C(C=O)C=C1)OC)=O